P(=S)(SCC=O)([O-])[O-] oxoethyl dithiophosphate